difluoroacetyl fluoride FC(C(=O)F)F